C(C)(C)N(P(OCCC#N)O[C@@H]1[C@H](O[C@H]([C@@H]1OC)N1C(NC(C=C1)=O)=O)C1C(C1)P(=O)(OCC)OCC)C(C)C 2-cyanoethyl ((2R,3R,4R,5R)-2-(2-(diethoxyphosphoryl) cyclopropyl)-5-(2,4-dioxo-3,4-dihydropyrimidin-1(2H)-yl)-4-methoxytetrahydrofuran-3-yl) diisopropylphosphoramidite